(±)-N-((1-Benzylpiperidin-3-Yl)Methyl)-N-(2-Methoxyethyl)Naphthalene-2-Sulfonamide Hydrochloride Cl.C(C1=CC=CC=C1)N1C[C@@H](CCC1)CN(S(=O)(=O)C1=CC2=CC=CC=C2C=C1)CCOC |r|